NC1=NC(=C(C2=CC(=CC(=C12)Br)Cl)OCC1=CC=CC=C1)C(=O)OC Methyl 1-amino-4-(benzyloxy)-8-bromo-6-chloroisoquinoline-3-carboxylate